COC(C[C@H]1O[C@H]([C@@H](C1)OC(C)=O)N1C2=NC(=NC=C2N(C1=O)CC1CC1)N)=O ((2s,4r,5r)-4-acetoxy-5-(2-amino-7-(cyclopropylmethyl)-8-oxo-7,8-dihydro-9H-purin-9-yl)tetrahydrofuran-2-yl)acetic acid methyl ester